COC(=O)C=1C(=NC(=C(C1C(=O)OC)O)CCS(=O)(=O)C)CCC1=CC=C(C=C1)OC 5-hydroxy-2-(4-methoxyphenylethyl)-6-(2-(methylsulfonyl)ethyl)pyridine-3,4-dicarboxylic acid Dimethyl ester